C(C=C)(=O)N(C(C=C)=O)C1CCC2(CN(C2)C[C@H]2CN(CC2)C2=NC=NC=C2OC2=C(C(=O)N(C(C)C)C(C)C)C=C(C=C2)F)CC1 (S)-2-((4-(3-((7-(N-acryloylacrylamido)-2-azaspiro[3.5]nonan-2-yl)methyl)pyrrolidin-1-yl)pyrimidin-5-yl)oxy)-5-fluoro-N,N-Diisopropyl-benzamide